C(C1=CC=CC=C1)(=O)OOCC1(CNC1)F ((3-fluoroazetidin-3-yl) methoxy) benzoate